OC=1C=C2C(=NC1)N(C(=N2)N[C@@H]2C[C@H](CC2)NC2=CC=C(C=N2)N2C(C=CC=C2)=O)CC2=CC=C(C=C2)OC 6'-(((1S,3S)-3-((6-hydroxy-3-(4-methoxybenzyl)-3H-imidazo[4,5-b]pyridin-2-yl)amino)cyclopentyl)amino)-2H-[1,3'-bipyridin]-2-one